2-(4-(benzylthio)-3,5-difluorophenyl)-2-methylpropanenitrile C(C1=CC=CC=C1)SC1=C(C=C(C=C1F)C(C#N)(C)C)F